COC1=NC=CC=C1C1(CNCCC1)NC(OC)=O methyl (3-(2-methoxypyridin-3-yl)piperidin-3-yl)carbamate